C(C)(=O)C1=CC=2N(C(C(=C(N2)C(F)(F)F)C2=CC=C(C=C2)OCC(F)(F)F)=O)C=C1 8-acetyl-3-(4-(2,2,2-trifluoroethoxy)phenyl)-2-(trifluoromethyl)-4H-pyrido[1,2-a]pyrimidin-4-one